C1(CC1)N(CCC(C(=O)O)NC(=O)C1=NC(=CC=C1)OC)CCCCC1=NC=2NCCCC2C=C1 4-[cyclopropyl-[4-(5,6,7,8-tetrahydro-1,8-naphthyridin-2-yl)butyl]amino]-2-[(6-methoxypyridine-2-carbonyl)amino]butanoic acid